(S)-1-(2,6-bis(benzyloxy)pyridin-3-yl)-3-methyl-5-(6-methyl-1,2,3,6-tetrahydropyridin-4-yl)-1H-benzo[d]imidazol-2(3H)-one C(C1=CC=CC=C1)OC1=NC(=CC=C1N1C(N(C2=C1C=CC(=C2)C=2CCN[C@H](C2)C)C)=O)OCC2=CC=CC=C2